O(CC(=O)N(CCCCC(CCCC(C)C)C)CCCCCCCC)CC(=O)N(CCCCCCCC)CCCCC(CCCC(C)C)C 2,2'-oxybis(N-(5,9-dimethyldecyl)-N-octylacetamide)